1-{2-acetyl-octahydrocyclopenta[c]pyrrole-4-carbonyl}-4-fluoro-N-{phenyl[4-(propan-2-yl)phenyl]methyl}pyrrolidine-2-carboxamide C(C)(=O)N1CC2C(C1)C(CC2)C(=O)N2C(CC(C2)F)C(=O)NC(C2=CC=C(C=C2)C(C)C)C2=CC=CC=C2